NC1=NC=NN2C1=C(C=C2C=2C=C(C(=NC2)OC)C(=O)N[C@@H]2CN(C[C@@H]2F)CC2=NC=C(C=C2)F)C(F)(F)F 5-[4-amino-5-(trifluoromethyl)pyrrolo[2,1-f][1,2,4]triazin-7-yl]-N-[(3R,4S)-4-fluoro-1-[(5-fluoropyridin-2-yl)methyl]pyrrolidin-3-yl]-2-methoxypyridine-3-carboxamide